tert-butyl 4-(4-((benzyloxy)carbonyl)-3,3-dimethylpiperazin-1-yl)-6-fluoro-2,3-dihydro-1H-pyrrolo[2,3-b]pyridine-1-carboxylate C(C1=CC=CC=C1)OC(=O)N1C(CN(CC1)C1=C2C(=NC(=C1)F)N(CC2)C(=O)OC(C)(C)C)(C)C